N1C=C(C2=CC=CC=C12)CCNC(CC1N(C(CC1)=O)CC1=CC=C(C=C1)C)=O N-[2-(1H-indole-3-yl)ethyl]-2-[1-[(4-methylphenyl)methyl]-5-oxopyrrolidin-2-yl]acetamide